C(C)N(CCCN(CCOC(OC(CCCCC(=O)OCC(CCCCC)CCCCC)CCCCC)=O)CCOC(OC(CCCCC(=O)OCC(CCCCC)CCCCC)CCCCC)=O)CC Bis(2-pentylheptyl) 12-(3-(diethylamino)propyl)-8,16-dioxo-6,18-dipentyl-7,9,15,17-tetraoxa-12-azatricosanedioate